S(=O)(=O)(O)[Se]S(=O)(=O)O.[Pb] lead sulfoselenide